N-(4-(2-aminoethyl)phenyl)-5-chloro-1H-indole-2-carboxamide NCCC1=CC=C(C=C1)NC(=O)C=1NC2=CC=C(C=C2C1)Cl